ClC1=CC=C2CC(NC2=C1)=O 6-chloro-2-oxo-2,3-dihydro-1H-indole